adenosine 5'-diphosphoglycerate P(=O)(O)(OP(=O)(O)O)OC(C(=O)OC[C@@H]1[C@H]([C@H]([C@@H](O1)N1C=NC=2C(N)=NC=NC12)O)O)CO